tert-butyl (2S,6R)-4-[6-(5-chloropyrazolo[1,5-a]pyridin-3-yl)-2-pyridyl]-2,6-dimethyl-piperazine-1-carboxylate ClC1=CC=2N(C=C1)N=CC2C2=CC=CC(=N2)N2C[C@@H](N([C@@H](C2)C)C(=O)OC(C)(C)C)C